CC1=CCOC2=CC3=C(C=C12)C=CC(=C3)N3CCOCC3 4-methyl-8-morpholino-2H-benzo[g]chromene